ClC1=C(C=CC(=C1Cl)S(N[C@H](C(F)(F)F)CC)(=O)=O)C1=C(N=C(S1)C=1OC(=NN1)C(C)(C)O)C(=O)O (S)-5-(2,3-dichloro-4-(N-(1,1,1-trifluorobutan-2-yl)sulfamoyl)phenyl)-2-(5-(2-hydroxypropan-2-yl)-1,3,4-oxadiazol-2-yl)thiazole-4-carboxylic acid